ClC1=C(C=C(C=C1)NC(/C=C/C(=O)OCC)=O)C ethyl (E)-4-((4-chloro-3-methylphenyl) amino)-4-oxobut-2-enoate